(S)-N-(3-chloro-4-((3,3-difluorocyclobutyl)methoxy)-2-fluorophenyl)-6-(pyrrolidin-3-yloxy)pyrido[3,2-d]pyrimidin-4-amine ClC=1C(=C(C=CC1OCC1CC(C1)(F)F)NC=1C2=C(N=CN1)C=CC(=N2)O[C@@H]2CNCC2)F